BrC1=CC2=C(C3=CC(=CC=C3N=C2C=C1)Cl)NCCN(C(OC(C)(C)C)=O)C tert-Butyl 2-(2-bromo-7-chloroacridin-9-ylamino)ethyl(methyl)carbamate